N-benzyl-N-(1-(8-(3-methyl-1,2,4-oxadiazol-5-yl)-8-azabicyclo[3.2.1]oct-3-yl)piperidin-4-yl)acetamide C(C1=CC=CC=C1)N(C(C)=O)C1CCN(CC1)C1CC2CCC(C1)N2C2=NC(=NO2)C